CC(C(=O)N)(CCCCCCCCCCCCCC)C dimethyl-hexadecanoic amide